7-(Benzyloxy)-2-cyclopropyl-N-(1-(difluoromethyl)-2-oxo-1,2-dihydropyridin-3-yl)imidazo[1,2-a]pyridine-6-carboxamide C(C1=CC=CC=C1)OC1=CC=2N(C=C1C(=O)NC=1C(N(C=CC1)C(F)F)=O)C=C(N2)C2CC2